sodium aluminum chloride dihydrate O.O.[Al](Cl)(Cl)Cl.[Na]